CC1=C(C(=CC(=C1)N)C)C1=CC=C(C=C1)N 2,6-dimethyl-4,4'-diaminobiphenyl